C(C=C)(=O)OCCS(=O)(=O)O 2-(acryloyl)oxyethanesulfonic acid